3-[trans-4-([1,3]dioxolo[4,5-g]quinazolin-8-yloxy)cyclohexyl]-1-[5-(trifluoromethyl)-3-pyridinyl]-2,4-imidazolidinedione O1COC=2C1=CC=1C(=NC=NC1C2)O[C@@H]2CC[C@H](CC2)N2C(N(CC2=O)C=2C=NC=C(C2)C(F)(F)F)=O